NC=1N=NC(=CC1)C 3-amino-6-methylpyridazine